C(=CCCCC)C(C(=O)O)CC(=O)O 2-hexene-1-yl-succinic acid